OC(C#C\C(=C/C=O)\C1=CC=C(C=C1)OC)(C#CC1=CC=CC=C1)C1=CC=CC=C1 (Z)-6-hydroxy-3-(4-methoxyphenyl)-6,8-diphenyloct-2-ene-4,7-diyne-1-al